C#CCCO[C@H]1[C@@H]([C@H]([C@@H]([C@H](O1)CO)O)O)O The molecule is a beta-D-glucoside that is beta-D-glucopyranose in which the anomeric hydroxy hydrogen is replaced by a but-3-yn-1-yl group. It derives from a but-3-yn-1-ol.